N1=C(C=CC=C1)CNC(=O)C=1N=NN(C1)CCCCC1=NN=C(S1)C(=O)NCC1=CC(=CC=C1)OC(F)(F)F 5-(4-{4-[(pyridin-2-ylmethyl)carbamoyl]-1H-1,2,3-triazol-1-yl}butyl)-N-{[3-(trifluoromethoxy)phenyl]methyl}-1,3,4-thiadiazole-2-carboxamide